(S)-ethyl 3-(7-chloro-3-cyclopentyl-2-oxo-5-phenyl-2,3-dihydro-1H-benzo[e][1,4]diazepin-1-yl)propanoate ClC1=CC2=C(N(C([C@@H](N=C2C2=CC=CC=C2)C2CCCC2)=O)CCC(=O)OCC)C=C1